C1(CCCCC1)[C@@H](CO)NC(OC(C)(C)C)=O tert-butyl (S)-(1-cyclohexyl-2-hydroxyethyl)carbamate